C(C=C)(=O)N1[C@H](CN(CC1)C=1C2=C(N=C(N1)OC[C@H]1N(CCC1)C)CC(OC2)C2=C1C=NNC1=CC=C2C)CC#N 2-((2S)-1-acryloyl-4-(7-(5-methyl-1H-indazol-4-yl)-2-(((S)-1-methylpyrrolidin-2-yl)methoxy)-7,8-dihydro-5H-pyrano[4,3-d]pyrimidin-4-yl)piperazin-2-yl)acetonitrile